C(CCCCCCCC)N(CCO)CCCCCCCCC N,N-dinonyl-ethanolamine